N-(6-chloropyridin-3-yl)-3-fluoro-1,7-naphthyridin-8-amine ClC1=CC=C(C=N1)NC=1N=CC=C2C=C(C=NC12)F